[11CH3]NC1=CC=C(C=N1)/C=C/C=C/C1=NC2=CC=C(C=C2C=C1)O 2-((1E,3E)-4-(6-([11C]methylamino)pyridine-3-yl)buta-1,3-dienyl)quinoline-6-ol